FC1=CC=C(C=C1)C1=NN2C(CN(CC2)C(C)=O)=C1C1=CC(=NC=C1)C=1NC(=CC1)C 1-(2-(4-fluorophenyl)-3-(2-(5-methyl-1H-pyrrol-2-yl)pyridin-4-yl)-6,7-dihydropyrazolo[1,5-a]pyrazin-5(4H)-yl)ethan-1-one